2-(3,7-dichloro-8-quinolinyl)-2,2-difluoro-acetic acid ClC=1C=NC2=C(C(=CC=C2C1)Cl)C(C(=O)O)(F)F